Tetrahydro-2-tert-amyl-anthraquinone C(C)(C)(CC)C1CC=2C(C3=CC=CC=C3C(C2CC1)=O)=O